[N+](=O)([O-])C1=CC=CC=2C(C3=CC=C(C=C3C(C12)=O)[N+](=O)[O-])=O 1,7-dinitroanthraquinone